C(#C)C=1C=C(C=CC1)NC1=NC=NC2=CC(=C(C=C12)OCCOC)OCCOC N-(3-Ethynylphenyl)-6,7-bis(2-methoxyethoxy)quinazolin-4-amine